NC1=C2N=CN(C2=NC=N1)C[C@@H](C)OCP(OCCCSCCCCCCCCCCCCCC1CCC1)(O)=O 3-((13-cyclobutyltridecyl)thio)propyl hydrogen ((((R)-1-(6-amino-9H-purin-9-yl)propan-2-yl)oxy)methyl)phosphonate